C(C)(=O)OC1=CC=C(C=2C[C@H]3C[C@H]4CC(=C(C([C@]4(C(=C3C(C12)=O)O)OC(C)=O)=O)C(N)=O)O)N(C)C (5aR,6aS,10aS)-10a-Acetoxy-9-carbamoyl-4-(dimethylamino)-8,11-dihydroxy-10,12-dioxo-5,5a,6,6a,7,10a-hexahydro-1-naphthacenyl acetate